(3R,4R)-4-(3,4-dimethoxybenzyl)-3-(4-hydroxy-3-methoxybenzyl)-5-methyldihydrofuran COC=1C=C(CC=2[C@H](COC2C)CC2=CC(=C(C=C2)O)OC)C=CC1OC